5,7-dihydroxy-4-oxo-2-(4-fluorophenyl)-4H-chromene-8-sulfonic acid tetramethylammonium salt C[N+](C)(C)C.OC1=C2C(C=C(OC2=C(C(=C1)O)S(=O)(=O)[O-])C1=CC=C(C=C1)F)=O